(5'S,7a'R)-1-(4-fluoro-3-methoxybenzene-1-carbonyl)-5'-phenyl-tetrahydro-3'H-spiro[piperidine-4,2'-pyrrolo[2,1-b][1,3]oxazol]-3'-one FC1=C(C=C(C=C1)C(=O)N1CCC2(C(N3[C@H](O2)CC[C@H]3C3=CC=CC=C3)=O)CC1)OC